C12CC(CC2C1)N1C(C(N(C=C1)CC=1N=NC(=CC1)C1=C(C=CC=C1)F)=O)=O 1-((cis)-bicyclo[3.1.0]hexan-3-yl)-4-((6-(2-fluorophenyl)pyridazin-3-yl)methyl)-1,4-dihydropyrazine-2,3-dione